BrC1=CC=CC=2SC(=CC21)I 4-bromo-2-iodobenzo[B]thiophene